BrC1=C(C(=CC=C1)C(F)(F)F)CBr 1-bromo-2-(bromomethyl)-3-(trifluoromethyl)benzene